N-(4-methoxybenzyl)-4,5-dihydro-1H-imidazol-2-amine COC1=CC=C(CNC=2NCCN2)C=C1